3,5,6-tricarboxy-norbornane-2-acetic anhydride C(=O)(O)C1C(C2C(C(C1C2)C(=O)O)C(=O)O)CC(=O)OC(CC2C1C(C(C(C2C(=O)O)C1)C(=O)O)C(=O)O)=O